5-(2-fluorophenyl)-1-(3-pyridylsulfonyl)-1H-pyrrole-3-carbaldehyde FC1=C(C=CC=C1)C1=CC(=CN1S(=O)(=O)C=1C=NC=CC1)C=O